ClC=1C(=CC2=C([C@@H]([C@](O2)(C2=CC=CC=C2)CNC)C)C1C1=C(C(=NC=C1C(=O)NC)OCCO)F)F 4-((2S,3S,4S)-5-chloro-6-fluoro-3-methyl-2-((methylamino)methyl)-2-phenyl-2,3-dihydrobenzofuran-4-yl)-5-fluoro-6-(2-hydroxyethoxy)-N-methylnicotinamide